CN1CC(C1)(C)[C@@](O)(C1=CC=C(C=C1)OC(F)(F)F)C1=CC=C(C=C1)OC1CCOCC1 (S)-(1,3-Dimethyl-azetidin-3-yl)-[4-(tetrahydro-pyran-4-yloxy)-phenyl]-(4-trifluoromethoxy-phenyl)-methanol